3-(4-(benzofuran-2-yl)-2H-1,2,3-triazol-2-yl)-1,3-diphenylpropan-1-one O1C(=CC2=C1C=CC=C2)C2=NN(N=C2)C(CC(=O)C2=CC=CC=C2)C2=CC=CC=C2